N-(((3s,5s,7s)-adamantan-1-yl)carbamoyl)-4-cyanobenzenesulfonamide C12(CC3CC(CC(C1)C3)C2)NC(=O)NS(=O)(=O)C2=CC=C(C=C2)C#N